methyl-2-bromo-N,N-dimethylacetamide CC(C(=O)N(C)C)Br